(3S)-3-(4-aminophenyl)-1-piperidinecarboxylic acid tert-butyl ester C(C)(C)(C)OC(=O)N1C[C@@H](CCC1)C1=CC=C(C=C1)N